C(C)(=O)N(C=1SC(=C(N1)C(=O)NC1C(CC1)(C)C)C)C1=CC(=NC(=C1)F)F 2-[acetyl-(2,6-difluoro-4-pyridyl)amino]-N-(2,2-dimethylcyclobutyl)-5-methyl-thiazole-4-carboxamide